COC(=O)[C@@H]1C(=C([C@H]1C1=C(C=CC=C1)C)C1=CC=CC=C1)C1(SCCCS1)CC1=CC=CC=C1 Trans-2-(2-benzyl-1,3-dithian-2-yl)-3-phenyl-4-(o-tolyl)cyclobut-2-ene-1-carboxylic acid methyl ester